4-fluoro-N-(2-((2-(7-(2-hydroxypropan-2-yl)-2-methoxyquinoxalin-5-yl)-4-methylbenzo[d]thiazol-6-yl)oxy)ethyl)benzenesulfonamide FC1=CC=C(C=C1)S(=O)(=O)NCCOC1=CC2=C(N=C(S2)C2=C3N=CC(=NC3=CC(=C2)C(C)(C)O)OC)C(=C1)C